C(CCCCCCCC)N(CC(=O)OC(=O)C1CCNCC1)CCCCCCCCC (dinonylglycyl)piperidine-4-carboxylate